9-anilinoacridine-4-carboxamide N(C1=CC=CC=C1)C=1C2=CC=CC=C2N=C2C(=CC=CC12)C(=O)N